FC(C(C(F)(F)N(C1=CC=CC=C1)[N+]#N)(F)F)(C(F)(F)F)F nonafluorobutyl-anilinediazonium